N-CYCLOPROPYL-2-(2-FORMYL-4-NITROPHENOXY)ACETAMIDE C1(CC1)NC(COC1=C(C=C(C=C1)[N+](=O)[O-])C=O)=O